C(C)(C)(C)OC(=O)N1CC2=C(CC1C)C(=CS2)C(=O)[O-].[Li+] lithium 6-(tert-butoxycarbonyl)-5-methyl-4,5,6,7-tetrahydrothieno[2,3-c]pyridine-3-carboxylate